3-cyano-7-phenylpyrazolo[1,5-a]pyrimidine C(#N)C=1C=NN2C1N=CC=C2C2=CC=CC=C2